N-(5-sulfamoylnaphthalen-1-yl)propanamide S(N)(=O)(=O)C1=C2C=CC=C(C2=CC=C1)NC(CC)=O